7-[4-(Dimethylamino)piperidin-1-yl]-2-(3-fluoro-4-methoxyphenyl)-4H-pyrido[1,2-a]pyrimidin-4-one CN(C1CCN(CC1)C=1C=CC=2N(C(C=C(N2)C2=CC(=C(C=C2)OC)F)=O)C1)C